1-{4H,5H,6H,7H-Thieno[3,2-b]pyridin-7-yl}methanamine S1C=CC=2NCCC(C21)CN